3-(4-(4-(1-methyl-1H-pyrrole-2-carbonyl)piperazine-1-carbonyl)phenyl)-1H-benzo[d]imidazole-4-carboxamide CN1C(=CC=C1)C(=O)N1CCN(CC1)C(=O)C1=CC=C(C=C1)N1CNC2=C1C(=CC=C2)C(=O)N